1H-pyrazolo[3,4-d]pyrimidine-3-carboxamide N1N=C(C=2C1=NC=NC2)C(=O)N